C1(CC1)N1C=C2C(=NN=C(C2=CC1=O)C(=O)N)N[C@H](C)C1=C(C(=CC=C1)C(F)F)F (R)-6-cyclopropyl-4-((1-(3-(difluoromethyl)-2-fluorophenyl)ethyl)amino)-7-oxo-6,7-dihydropyrido[3,4-d]pyridazine-1-carboxamide